2-chloro-4-((4-(trifluoromethyl)pyridin-2-yl)oxy)benzaldehyde ClC1=C(C=O)C=CC(=C1)OC1=NC=CC(=C1)C(F)(F)F